2-amino-N-(2-oxoazepan-3-yl)benzamide NC1=C(C(=O)NC2C(NCCCC2)=O)C=CC=C1